2-benzyl-N-(6-(4-isopropyl-4H-1,2,4-triazol-3-yl)pyridin-2-yl)isoindole-5-carboxylic acid amide C(C1=CC=CC=C1)N1C=C2C=CC(=CC2=C1)C(=O)NC1=NC(=CC=C1)C1=NN=CN1C(C)C